ClC=1C=C(C=CC1)C1=CC(=CC=C1)CC(=O)N1CC2=C(CCC1)N=C(NC2=O)C2(CC2)C2=CC(=CC=C2)C(=C)C 6-(2-(3'-chloro-[1,1'-biphenyl]-3-yl)acetyl)-2-(1-(3-(prop-1-en-2-yl)phenyl)cyclopropyl)-3,5,6,7,8,9-hexahydro-4H-pyrimido[5,4-c]azepin-4-one